tris(4-fluorophenyl)boroxine FC1=CC=C(C=C1)B1OB(OB(O1)C1=CC=C(C=C1)F)C1=CC=C(C=C1)F